FC=1C=C(C=CC1)C=1C=C2CCC(C2=CC1)NC(O[C@@H]1CN2CCC1CC2)=O (S)-quinuclidin-3-yl (5-(3-fluorophenyl)-2,3-dihydro-1H-inden-1-yl)carbamate